(2S,4R)-4-fluoropyrrolidine-2-carboxylic acid methyl ester COC(=O)[C@H]1NC[C@@H](C1)F